p-nitrophenol disodium salt phosphate P(=O)([O-])([O-])O.[Na+].[Na+].[N+](=O)([O-])C1=CC=C(C=C1)O